N1=CC(=CC=C1)CSCCSCCSCC=1C=NC=CC1 1,9-bis-(3-pyridinyl)-2,5,8-trithianonane